4-((4'-chloro-2-(methoxycarbonyl)-[1,1'-biphenyl]-4-yl)methyl)piperazine-1-carboxylic acid tert-butyl ester C(C)(C)(C)OC(=O)N1CCN(CC1)CC1=CC(=C(C=C1)C1=CC=C(C=C1)Cl)C(=O)OC